O1[C@H](CCCC1)N1N=CC=C1C=1C=C2C(=CC=NC2=CC1)C(=O)O |r| rac-(R)-6-(1-(tetrahydro-2H-pyran-2-yl)-1H-pyrazol-5-yl)quinoline-4-carboxylic acid